C1(C(CCCC1)N)N (+)-1,2-cyclohexanediamine